FC(C1=NN2C(N=CC3=C2C(C[C@@H]3C(=O)NC3=CC(=NC=C3)C(F)(F)F)(C)C)=C1)F (S)-2-(difluoromethyl)-8,8-dimethyl-N-(2-(trifluoromethyl)pyridin-4-yl)-7,8-dihydro-6H-cyclopenta[e]pyrazolo[1,5-a]pyrimidine-6-carboxamide